monophenyl-trichlorosilane C1(=CC=CC=C1)[Si](Cl)(Cl)Cl